1-(1,3-benzodioxol-4-yl)-N-[(5-phenylfuran-3-yl)methyl]methanamine O1COC2=C1C=CC=C2CNCC2=COC(=C2)C2=CC=CC=C2